(6-chloro-5-fluoropyridin-2-yl)methanone hydrochloride salt Cl.ClC1=C(C=CC(=N1)C=O)F